ClC1=C(C=CC2=NSC=C21)C2=NNC1=NC(=CN=C12)N1C[C@H]2C([C@H]2C1)(C=1SC=C(N1)C)CN ((1R,5S,6r)-3-(3-(4-chlorobenzo[c]isothiazol-5-yl)-1H-pyrazolo[3,4-b]pyrazin-6-yl)-6-(4-methylthiazol-2-yl)-3-azabicyclo[3.1.0]hexan-6-yl)methanamine